F[C@@H]1C[C@@]2(CCCN2C1)COC=1N=C(C2=C(N1)C(=C(N=C2OC)C2=C1C=NNC1=CC(=C2C)Cl)F)N2CCOC[C@](C2)(O)C (6S)-4-(2-{[(2R,7aS)-2-fluoro-hexahydro-1H-pyrrolizin-7a-yl]methoxy}-7-(6-chloro-5-methyl-1H-indazol-4-yl)-8-fluoro-5-methoxypyrido[4,3-d]pyrimidin-4-yl)-6-methyl-1,4-oxazepan-6-ol